(2-(bicyclo[2.2.1]hept-5-en-2-yl)ethoxy)-2H-chromen-2-one C12C(CC(C=C1)C2)CCOC=2C(OC1=CC=CC=C1C2)=O